(R)-5-(4-cyclopropyl-1H-imidazol-1-yl)-2-fluoro-N-(6-(5-methyl-6,7-dihydro-5H-pyrrolo[2,1-c][1,2,4]triazol-3-yl)pyridin-2-yl)thiophene-3-carboxamide C1(CC1)C=1N=CN(C1)C1=CC(=C(S1)F)C(=O)NC1=NC(=CC=C1)C=1N2C(=NN1)CC[C@H]2C